C(C)(C)(C)[PH2+]C(C)(C)C di-tert-butyl-(phosphonium)